NCC=1C=C(C=CC1)C=1C=C(C2=C(C(=CO2)COC2=C(C=CC=C2)CC(=O)OCC)C1)C=1C=NN(C1)C(C)C ethyl 2-(2-((5-(3-(aminomethyl)phenyl)-7-(1-isopropyl-1H-pyrazol-4-yl)benzofuran-3-yl)methoxy)phenyl)acetate